(2S,3S)-3-(4-fluorophenyl)-4-methylpentan-2-yl (tert-butoxycarbonyl)-L-alaninate C(C)(C)(C)OC(=O)N[C@@H](C)C(=O)O[C@@H](C)[C@@H](C(C)C)C1=CC=C(C=C1)F